(7S)-7-({[2-chloro-4-(3-methyl-4H-1,2,4-triazol-4-yl)phenyl]carbonyl}amino)-2-methyl-7-phenyl-6,7,8,9-tetrahydropyrido[1,2-a]indole-10-carboxylic acid ClC1=C(C=CC(=C1)N1C(=NN=C1)C)C(=O)N[C@@]1(CCC=2N(C3=CC=C(C=C3C2C(=O)O)C)C1)C1=CC=CC=C1